(1,3-Dioxolan-2-yl)-2-(4-fluoro-2-methoxy-3-nitrophenyl)pyridine O1C(OCC1)C=1C(=NC=CC1)C1=C(C(=C(C=C1)F)[N+](=O)[O-])OC